CC=1C(=NC=CC1)NC=1N=CN=NC1C(=O)N 5-((3-methylpyridin-2-yl)amino)-1,2,4-triazine-6-carboxamide